Di(2-ethylhexyl)amin C(C)C(CNCC(CCCC)CC)CCCC